N-benzyl-2,2-dimethylbutanamide C(C1=CC=CC=C1)NC(C(CC)(C)C)=O